SC(C(=O)O)C.SC(C(=O)O)C.C(C)SSCC diethyl disulfide bis(2-mercaptopropionate)